N1-(3-(dimenthylamino)propyl)-N3,N3-dimethylpropane-1,3-diamine C1(CC(C(CC1)C(C)C)N(CCCNCCCN(C)C)C1CC(CCC1C(C)C)C)C